tris-(4-methoxyphenyl)phosphine COC1=CC=C(C=C1)P(C1=CC=C(C=C1)OC)C1=CC=C(C=C1)OC